5-(7,8-Dimethyl-[1,2,4]triazolo[1,5-a]pyridin-6-yl)-6-isopropyl-2-(4-(oxetan-3-yl)piperazin-1-yl)-4H-pyrrolo[3,2-d]thiazole CC1=C(C=2N(C=C1C1=C(C=3N=C(SC3N1)N1CCN(CC1)C1COC1)C(C)C)N=CN2)C